COC1(CCN(CC1)C1=C(C(NC2=CN=C(C=C12)C(=C)C)=O)C#N)C 4-(4-methoxy-4-methylpiperidin-1-yl)-2-oxo-6-(prop-1-en-2-yl)-1,2-dihydro-1,7-naphthyridine-3-carbonitrile